C(C)(C)(C)C(C(C)(C)C)OC(C=1C(C(=O)O)=CC(=C(C1)CC)CC)=O 4,5-diethylphthalic acid tert-butylneopentyl ester